N-(6-[[2-(2,6-dioxopiperidin-3-yl)-1,3-dioxo-2,3-dihydro-1H-isoindol-4-yl]amino]hexyl)spiro[3.3]heptane-2-carboxamide O=C1NC(CCC1N1C(C2=CC=CC(=C2C1=O)NCCCCCCNC(=O)C1CC2(C1)CCC2)=O)=O